FC1=NC2=C(C(=CC=C2C(=N1)N1C[C@H]2CC[C@@H](C1)N2C(=O)OC(C)(C)C)C2=CC(=CC1=CC=C3C(=C21)CCC3)OCOC)F tert-butyl (1R,5S)-3-(2,8-difluoro-7-(7-(methoxymethoxy)-2,3-dihydro-1H-cyclopenta[a]naphthalen-9-yl) quinazolin-4-yl)-3,8-diazabicyclo[3.2.1]octane-8-carboxylate